4-bromo-2-(2-nitroethyl)-N-toluenesulfonylpyrrole BrC=1C=C(N(C1)S(=O)(=O)CC1=CC=CC=C1)CC[N+](=O)[O-]